ethyl (2-isopropyl-5-methylcyclohexyl) carbonate C(OCC)(OC1C(CCC(C1)C)C(C)C)=O